6-chloro-N-((3R,4R)-4-fluorotetrahydrofuran-3-yl)-8-(2-(2,2,2-trifluoroethoxy)phenyl)imidazo[1,2-a]pyridine-2-carboxamide ClC=1C=C(C=2N(C1)C=C(N2)C(=O)N[C@@H]2COC[C@@H]2F)C2=C(C=CC=C2)OCC(F)(F)F